(4-(((tert-butyldimethylsilyl)oxy)methyl)-3-(5-fluoropyrimidin-2-yl)phenyl)-3-methyl-6-azabicyclo[3.1.1]heptane-6-carboxamide [Si](C)(C)(C(C)(C)C)OCC1=C(C=C(C=C1)C12CC(CC(N1C(=O)N)C2)C)C2=NC=C(C=N2)F